C(C1=CC=CC=C1)(C1=CC=CC=C1)(C1=CC=CC=C1)N[C@@H](CO)C(=O)O trityl-L-serine